1-(7-(2-(2,6-dioxo-1-((2-(trimethylsilyl)ethoxy)methyl)piperidin-3-yl)-1-oxoisoindolin-4-yl)hept-6-yn-1-yl)-3-methyl-1H-indazole-6-carboxamide O=C1N(C(CCC1N1C(C2=CC=CC(=C2C1)C#CCCCCCN1N=C(C2=CC=C(C=C12)C(=O)N)C)=O)=O)COCC[Si](C)(C)C